ClC1=NC=CC2=NC=CN=C21 5-chloropyrido[4,3-b]Pyrazine